t-butyl (2R,5'S)-5'-carbamoyl-8-cyano-3-oxo-3,4-dihydrospiro[benzo[b][1,4]oxazine-2,3'-pyrrolidine]-1'-carboxylate C(N)(=O)[C@@H]1C[C@@]2(CN1C(=O)OC(C)(C)C)C(NC1=C(O2)C(=CC=C1)C#N)=O